4-(3-ethyl-4-methyl-5-oxo-4,5-dihydro-1H-1,2,4-triazol-1-yl)-2,5-difluoro-N-(pent-3-yl)benzamide C(C)C1=NN(C(N1C)=O)C1=CC(=C(C(=O)NC(CC)CC)C=C1F)F